(4-bromophenyl)-[4-(2-ethylhexyloxy)-1-naphthyl]diazene BrC1=CC=C(C=C1)N=NC1=CC=C(C2=CC=CC=C12)OCC(CCCC)CC